methyl 1-(((1R,3R)-3-(trifluoromethyl)cyclobutyl)methyl)-1H-1,2,4-triazole-3-carboxylate FC(C1CC(C1)CN1N=C(N=C1)C(=O)OC)(F)F